N1(CCC12CCC2)CCN 2-(1-azaspiro[3.3]hept-1-yl)ethylamine